C1(=CC=CC=C1)C1=NC=C(N=C1C1=CC=CC=C1)C1=C(C=CC=C1)C=1C=C(C2=C(SC3=C2C=CC=C3)C1)C=1C=CC=C3C=2C(=CC=CC2C2(C13)CCCCC2)C2=CC=NC=C2 2,3-diphenyl-5-(2-(1-(4'-(pyridin-4-yl)spiro[cyclohexane-1,9'-fluoren]-8'-yl)dibenzo[b,d]thiophen-3-yl)phenyl)pyrazine